C12N(CC(NC1)C2)C=2C(=C1C(N(C(C1=CC2F)=O)C2C(NC(CC2)=O)=O)=O)F 5-(2,5-diazabicyclo[2.2.1]heptan-2-yl)-2-(2,6-dioxopiperidin-3-yl)-4,6-difluoroisoindoline-1,3-dione